C(C)(C)(C)OC(=O)N[C@H](C(=O)OCCl)C(C)C chloromethyl (S)-2-tert-butoxycarbonylamino-3-methylbutyrate